6-(ethyl(2-(6-formyl-1-oxoisoindolin-2-yl)ethyl)amino)nicotinonitrile C(C)N(C1=NC=C(C#N)C=C1)CCN1C(C2=CC(=CC=C2C1)C=O)=O